1-N'-(4-fluorophenyl)-1-N-[4-[7-[5-(trifluoromethyl)pyridin-3-yl]Quinolin-4-yl]Oxyphenyl]Cyclopropane-1,1-dicarboxamide hydrochloride Cl.FC1=CC=C(C=C1)NC(=O)C1(CC1)C(=O)NC1=CC=C(C=C1)OC1=CC=NC2=CC(=CC=C12)C=1C=NC=C(C1)C(F)(F)F